FC1=C(C(=O)C2=CC=C(C(=O)NC3=C(C=CC=C3)NC(=O)C3=CC=NC=C3)C=C2)C(=CC=C1OC)O N-(2-[4-(2-fluoro-6-hydroxy-3-methoxybenzoyl)benzamido]phenyl)pyridine-4-carboxamide